ClC1=C(C=C(C(=C1)Cl)OC)NC1=C(C=NC2=CC(=C(C=C12)OC)OCCCN1CCN(CC1)CC=1C(=C2CN(C(C2=CC1)=O)C1C(NC(CC1)=O)=O)F)C#N 4-((2,4-dichloro-5-methoxyphenyl)amino)-7-(3-(4-((2-(2,6-dioxopiperidin-3-yl)-4-fluoro-1-oxoisoindoline-5-yl)methyl)piperazin-1-yl)propoxy)-6-methoxyquinoline-3-carbonitrile